1-(9-(4-amino-7-(2-((tert-butyldimethylsilyl)oxy)ethyl)-5-(pyrimidin-2-yl)-7H-pyrrolo[2,3-d]pyrimidin-6-yl)-3-azaspiro[5.5]undec-8-en-3-yl)prop-2-en-1-one NC=1C2=C(N=CN1)N(C(=C2C2=NC=CC=N2)C2=CCC1(CCN(CC1)C(C=C)=O)CC2)CCO[Si](C)(C)C(C)(C)C